ClC1=C(C=C(C=C1)NC(=O)NC1=CC=C(OC2=CCN(C=C2)C)C=C1)C(F)(F)F 4-[4-[[4-chloro-3-(trifluoromethyl)phenyl]carbamoylamino]phenoxy]-N-methyl-pyridine